CC1(C(CC2=CC=C(C=C12)C)C)C 1,1,2,6-tetramethylindane